(1S,3R)-3-(3-{[(5-methoxypyridin-2-yl)acetyl]amino}-1H-pyrazol-5-yl)cyclopentyl(trans-4-hydroxycyclohexyl)carbamate COC=1C=CC(=NC1)CC(=O)NC1=NNC(=C1)[C@H]1C[C@H](CC1)N(C([O-])=O)[C@@H]1CC[C@H](CC1)O